N-(2-chloro-5-fluorobenzoyl)-N-(4-methoxybenzyl)-6-nitro-1H-indole-4-carboxamide ClC1=C(C(=O)N(C(=O)C=2C=3C=CNC3C=C(C2)[N+](=O)[O-])CC2=CC=C(C=C2)OC)C=C(C=C1)F